N[C@@H](C)C=1N(S(C2=C(C1)C=CC=C2Cl)(=O)=O)C=2C=NNC2 (S)-3-(1-aminoethyl)-8-chloro-2-(1H-pyrazol-4-yl)-2H-benzo[e][1,2]thiazine 1,1-dioxide